C(#N)C1=CC(=CC=2N=C(OC21)C=2C(=C(C=CC2)C2=C(C(=CC=C2)NC=2N=CC=C1C=C(C=NC21)CN[C@@H](CO)C)C)C)CN2CCCCC2 (R)-1-((7-Cyano-2-(3'-(3-((1-hydroxypropan-2-ylamino)methyl)-1,7-naphthyridin-8-ylamino)-2,2'-dimethylbiphenyl-3-yl)benzo[d]oxazol-5-yl)methyl)piperidin